(3S,4S)-4-amino-1-(5-(6-ethoxy-1H-pyrazolo[3',4':3,4]pyrazolo[1,5-a]pyridin-4-yl)pyridin-2-yl)piperidin-3-ol N[C@@H]1[C@H](CN(CC1)C1=NC=C(C=C1)C=1C=2N(C=C(C1)OCC)N=C1C2C=NN1)O